(pyridin-4-yl)propanamide N1=CC=C(C=C1)C(C(=O)N)C